bochydroxyethyl-butylamine C(=O)(OC(C)(C)C)N(CCCC)CCO